N12[C@@H](CN(CC1)CC2)C(=O)N[C@H](C(=O)NC=2C(N(C=CC2)CC(=O)NC2C1CC3CC(CC2C3)C1)=O)CCC(C(=O)NC(C)(C)C)=O (S)-2-((S)-1,4-Diazabicyclo[2.2.2]octan-2-carboxamido)-N6-tert-butyl-N1-(1-(2-(2-adamantylamino)-2-oxoethyl)-2-oxo-1,2-dihydropyridin-3-yl)-5-oxohexandiamid